IC1=C(C=C2CCNC(C2=C1)=O)C 7-iodo-6-methyl-3,4-dihydroisoquinolin-1(2H)-one